C1(CC1)C#C[C@@]1(N(C(N(C2=CC(=C(C=C12)F)CO)CC1=CC=C(C=C1)OC)=O)C)C(F)(F)F (S)-4-(cyclopropylethynyl)-6-fluoro-7-(hydroxymethyl)-1-(4-methoxybenzyl)-3-methyl-4-(trifluoromethyl)-3,4-dihydroquinazolin-2(1H)-one